BrC=1C=C2C(=CN(C(C2=CC1)=O)CC=1C=C(C(=O)NC)C=CC1)CC(C)O 3-((6-bromo-4-(2-hydroxypropyl)-1-oxoisoquinolin-2(1H)-yl)methyl)-N-methylbenzamide